6-[[(3R)-6,6-dimethyl-3-piperidyl]amino]-3-[2-hydroxy-4-(trifluoromethyl)phenyl]-4-methyl-1,2,4-triazin-5-one CC1(CC[C@H](CN1)NC=1C(N(C(=NN1)C1=C(C=C(C=C1)C(F)(F)F)O)C)=O)C